The molecule is a phorbol ester that consists of 4-deoxyphorbol bearing O-acetyl and O-[13-(2Z,4E,6E)-deca-2,4,6-trienoyl] substituents at position 12 and 13 respectively. CCC/C=C/C=C/C=C\\C(=O)O[C@@]12[C@@H](C1(C)C)[C@@H]3C=C(C[C@H]4[C@H]([C@]3([C@@H]([C@H]2OC(=O)C)C)O)C=C(C4=O)C)CO